The molecule is the 2-hydroxy-3-methylhexadecanoyl derivative of coenzyme A. It derives from a 2-hydroxy-3-methylhexadecanoic acid. It is a conjugate acid of a 2-hydroxy-3-methylhexadecanoyl-CoA(4-). CCCCCCCCCCCCCC(C)C(C(=O)SCCNC(=O)CCNC(=O)[C@@H](C(C)(C)COP(=O)(O)OP(=O)(O)OC[C@@H]1[C@H]([C@H]([C@@H](O1)N2C=NC3=C(N=CN=C32)N)O)OP(=O)(O)O)O)O